N-methansulfonylpropionamid CS(=O)(=O)NC(CC)=O